N-(6-ethoxy-5-((4-(1-methyl-1H-indol-3-yl)pyrimidin-2-yl)amino)-2-(piperazin-1-yl)Pyridin-3-yl)acrylamide C(C)OC1=C(C=C(C(=N1)N1CCNCC1)NC(C=C)=O)NC1=NC=CC(=N1)C1=CN(C2=CC=CC=C12)C